O1CCN(CC1)C1CN(C1)CC1=CC=C(CNC2=CC=CC=3N=NN(C(C32)=O)C3C(NC(CC3)=O)=O)C=C1 3-(5-((4-((3-morpholinoazetidin-1-yl)methyl)benzyl)amino)-4-oxobenzo[d][1,2,3]triazin-3(4H)-yl)piperidine-2,6-dione